ClC1=NC=C2CCN(CC2=C1)C(=O)C=1C=NC(=CC1)OC 7-chloro-2-(6-methoxypyridine-3-carbonyl)-1,2,3,4-tetrahydro-2,6-naphthyridine